FC=1C(=C(C(=CC1)C)OC)C fluoro(2,6-dimethyl-anisole)